4-amino-5-chloro-2-ethoxy-N-{[4-(4-fluorobenzyl)-2-morpholinyl]methyl}benzamide citrate dihydrate O.O.C(CC(O)(C(=O)O)CC(=O)O)(=O)O.NC1=CC(=C(C(=O)NCC2CN(CCO2)CC2=CC=C(C=C2)F)C=C1Cl)OCC